Propyl-methyl-imidazole C(CC)C=1N=C(NC1)C